(R/S)-5-[2-(1-Methoxyethyl)pyrrolo[2,3-b]pyridin-1-yl]-7-methyl-indolin-2-one CO[C@H](C)C1=CC=2C(=NC=CC2)N1C=1C=C2CC(NC2=C(C1)C)=O |r|